3-[(cyclopentylamino)methyl]-1-[(4-fluorophenyl)methyl]-6-methoxy-1H-indole-2-carboxylic acid C1(CCCC1)NCC1=C(N(C2=CC(=CC=C12)OC)CC1=CC=C(C=C1)F)C(=O)O